5-Fluoro-6-(1-(8-isopropyl-8-azabicyclo[3.2.1]octan-3-yl)piperidin-4-yl)-1-methyl-2-(4-(methylsulfonyl)phenyl)-1H-benzo[d]imidazol FC1=CC2=C(N(C(=N2)C2=CC=C(C=C2)S(=O)(=O)C)C)C=C1C1CCN(CC1)C1CC2CCC(C1)N2C(C)C